C1N(CCC2=CC=CC=C12)CC1=CC(C(=CO1)OCC=1N=NN(C1)C(=O)N(C)C)=O 4-(((6-((3,4-dihydroisoquinolin-2(1H)-yl)methyl)-4-oxo-4H-pyran-3-yl)oxy)methyl)-N,N-dimethyl-1H-1,2,3-triazole-1-carboxamide